(6-(3,6-dihydro-2H-pyran-4-yl)pyridin-3-yl)boronic acid O1CCC(=CC1)C1=CC=C(C=N1)B(O)O